BrC=1C=NC=CC1[C@H](C)N(C(=O)N[C@H]1COCC1(F)F)C 1-[(1S)-1-(3-bromo-4-pyridyl)ethyl]-3-[(3S)-4,4-difluorotetrahydrofuran-3-yl]-1-methyl-urea